2-chloro-9,10-bis(4-methoxyphenyl)anthracene ClC1=CC2=C(C3=CC=CC=C3C(=C2C=C1)C1=CC=C(C=C1)OC)C1=CC=C(C=C1)OC